rac-(1R,2S)-2-cyclopropylcyclopropane-1-carboxylic acid C1(CC1)[C@H]1[C@@H](C1)C(=O)O |r|